N-[5-[3-chloro-4-(trifluoromethoxy)phenyl]thiazol-2-yl]-8-oxo-6,7-dihydro-5H-indolizine-5-carboxamide ClC=1C=C(C=CC1OC(F)(F)F)C1=CN=C(S1)NC(=O)C1N2C=CC=C2C(CC1)=O